2-methyl-5,6-dihydro-7H-pyrrolo[3,4-d]pyrimidin-7-one CC=1N=CC2=C(N1)C(NC2)=O